1-[3-(2-isopropylphenyl)-4-oxo-thiazolidin-2-ylidene]-3-[4-[1-methyl-5-[4-(trifluoromethyl)-1-piperidyl]-1,2,4-triazol-3-yl]phenyl]urea C(C)(C)C1=C(C=CC=C1)N1C(SCC1=O)=NC(=O)NC1=CC=C(C=C1)C1=NN(C(=N1)N1CCC(CC1)C(F)(F)F)C